1-(2-(cyclohex-1-en-1-yl)ethyl)-2-(((4-methoxy-3,5-dimethylpyridin-2-yl)methyl)amino)-1H-benzo[d]imidazole-5-carboxylic acid methyl ester COC(=O)C1=CC2=C(N(C(=N2)NCC2=NC=C(C(=C2C)OC)C)CCC2=CCCCC2)C=C1